5-bromo-3-nitro-2-(thiophen-3-yl)pyridine BrC=1C=C(C(=NC1)C1=CSC=C1)[N+](=O)[O-]